7-(1-(1-(2,4-difluorophenyl)-1H-1,2,3-triazol-4-yl)propyl)-5-iodo-7H-pyrrolo[2,3-d]Pyrimidin-4-amine FC1=C(C=CC(=C1)F)N1N=NC(=C1)C(CC)N1C=C(C2=C1N=CN=C2N)I